O=S1(CC2=C(C(C3=C1C=CC=C3)N3C1CN(CC3CC1)C(=O)C=1C=NC=C(C1)C)C=CC=C2)=O [8-(5,5-dioxo-6,11-dihydrobenzo[c][1]benzothiepin-11-yl)-3,8-diazabicyclo[3.2.1]octan-3-yl]-(5-methyl-3-pyridyl)methanone